F[B-](F)(F)F.C(#N)[N+]1=CC=C(C=C1)N(C)C cyano-4-dimethylaminopyridinium tetrafluoroborate